methyl (3S)-aminobutyrate hydrochloride Cl.NC(C(=O)OC)CC